BrC1=C(C=C2C(NC(NC2=C1F)=O)=O)[N+](=O)[O-] 7-bromo-8-fluoro-6-nitroquinazoline-2,4(1H,3H)-dione